Methyl (S)-5-((4-(((benzyloxy)carbonyl)(tert-butoxycarbonyl)amino)-5-methoxy-5-oxopentyl)(tert-butoxycarbonyl)amino)-2-nitrobenzoate C(C1=CC=CC=C1)OC(=O)N([C@@H](CCCN(C=1C=CC(=C(C(=O)OC)C1)[N+](=O)[O-])C(=O)OC(C)(C)C)C(=O)OC)C(=O)OC(C)(C)C